2H-3,1-oxazine-2,4(1H)-dione N1C(OC(C=C1)=O)=O